FC1=CC=C(C=C1)NC(=O)C1(CC1)C(=O)NC1=CC=C(C=C1)OC1=CC=NC2=CC(=C(C=C12)C(NC)=O)OC l-N'-(4-Fluorophenyl)-l-N-[4-[7-methoxy-6-(methylcarbamoyl)quinolin-4-yl]oxyphenyl]cyclopropane-1,1-dicarboxamide